6-[4-Fluoro-2-(piperidin-4-yl)-1,3-benzothiazol-6-yl]-2-methyl-8-phenoxyimidazo[1,2-b]pyridazin-Hydrochlorid Cl.FC1=CC(=CC2=C1N=C(S2)C2CCNCC2)C=2C=C(C=1N(N2)C=C(N1)C)OC1=CC=CC=C1